2-amino-8-methoxy-N-[[6-(2,2,2-trifluoro-1-hydroxy-1-methyl-ethyl)-2-pyridyl]methyl]quinazoline-4-carboxamide NC1=NC2=C(C=CC=C2C(=N1)C(=O)NCC1=NC(=CC=C1)C(C(F)(F)F)(C)O)OC